CC1(OB(OC1(C)C)C1=CC=C(C=C1)C1(CC1)C(=O)OC)C Methyl 1-(4-(4,4,5,5-tetramethyl-1,3,2-dioxaborolan-2-yl)phenyl)cyclopropane-1-carboxylate